N-(4-(6-fluoro-3,4-dihydroisoquinolin-2(1H)-yl)-2,6-dimethylphenyl)-4-methylfuran-2-amine FC=1C=C2CCN(CC2=CC1)C1=CC(=C(C(=C1)C)NC=1OC=C(C1)C)C